C1(CC1)C1=C(C(=CC(=C1)F)F)C1=C2C(=C(N=C1C1=NN3C([C@H](NC[C@@H]3C)C)=C1)C=1C=CC3=CN(N=C3C1)C)SC=C2F (R)-4-(2-cyclopropyl-4,6-difluorophenyl)-5-((4R,7S)-4,7-dimethyl-4,5,6,7-tetrahydropyrazolo[1,5-a]pyrazin-2-yl)-3-fluoro-7-(2-methyl-2H-indazol-6-yl)thieno[2,3-c]pyridine